C(C)C1(CCO1)NC(=O)C1=C(OC=2N=CN=C(C21)NC2(CC2)C)C N-(4-ethyloxetan-4-yl)-6-methyl-4-[(1-methylcyclopropyl)amino]furo[2,3-d]pyrimidine-5-carboxamide